(2R)-6-chloro-N-{(3S)-4-[2-(3,4-Dichlorophenoxy)acetamido]-3-hydroxybicyclo[2.2.2]oct-1-yl}-2,3-dihydro-1,4-benzodioxin-2-carboxamide ClC1=CC2=C(O[C@H](CO2)C(=O)NC23C[C@@H](C(CC2)(CC3)NC(COC3=CC(=C(C=C3)Cl)Cl)=O)O)C=C1